Tert-butyl-((3R,5R)-1-(2-(1-(cyclopropylmethyl)-6-methyl-1H-pyrrolo[2,3-b]pyridin-2-yl)-4-fluoro-3-methylpyrazolo[1,5-a]pyridine-6-carbonyl)-5-fluoropiperidin-3-yl) carbamate C(N)(O[C@H]1C(N(C[C@@H](C1)F)C(=O)C=1C=C(C=2N(C1)N=C(C2C)C2=CC=1C(=NC(=CC1)C)N2CC2CC2)F)C(C)(C)C)=O